[C@H]12COC[C@H](CC(C1)C1=C(C3=C(N=NC(=C3)C3=C(C=CC=C3)O)N1)C)N2 2-(6-((1R,5S,7r)-3-oxa-9-azabicyclo[3.3.1]nonan-7-yl)-5-methyl-7H-pyrrolo[2,3-c]pyridazin-3-yl)phenol